C12(CC3CC(CC(C1)C3)C2)NCCCC(=O)NC2=CC=C(C=C2)NC2C(NC(CC2)=O)=O 4-((adamantan-1-yl)amino)-N-(4-((2,6-dioxopiperidin-3-yl)amino)phenyl)butanamide